N-([4-[4-[[2-(4-chlorophenyl)-4,4-dimethylcyclohexen-1-yl]methyl]piperazin-1-yl]phenyl]sulfonyl)-5-fluoro-6-methyl-pyridine-2-carboxamide ClC1=CC=C(C=C1)C1=C(CCC(C1)(C)C)CN1CCN(CC1)C1=CC=C(C=C1)S(=O)(=O)NC(=O)C1=NC(=C(C=C1)F)C